C(=O)(OC(C)(C)C)N1C(CC1)C(=O)O N-Bocazetidine-2-carboxylic acid